N4-(2-chloro-5-nitrophenyl)-N2-(1-methyl-1H-pyrazol-4-yl)pyrimidine-2,4-diamine ClC1=C(C=C(C=C1)[N+](=O)[O-])NC1=NC(=NC=C1)NC=1C=NN(C1)C